C12(CC3CC(CC(C1)C3)C2)P(CCC)C23CC1CC(CC(C2)C1)C3 diadamantyl-propyl-phosphine